CC1(CN(CC1)CCNC(OC(C)(C)C)=O)C tert-butyl (2-(3,3-dimethylpyrrolidin-1-yl)ethyl)carbamate